(1R,2S,6R,7S)-4-[6-[6-(trifluoromethyl)-3-pyridyl]-1,3-benzothiazol-2-yl]-4-azatricyclo[5.2.1.02,6]dec-8-ene-3,5-dione FC(C1=CC=C(C=N1)C1=CC2=C(N=C(S2)N2C([C@H]3[C@H]4C=C[C@@H]([C@H]3C2=O)C4)=O)C=C1)(F)F